hexyl-(4-methyl-2-pentoxy)-disiloxane C(CCCCC)[SiH](O[SiH3])OC(C)CC(C)C